P1(=O)OC(C)(O)OP(O1)=O.[Na].[Na].[Na].[Na] tetrasodium (1-hydroxyethane-1,1-diyl) diphosphonate